cis-3-Aminocyclobutane-1-carboxylic acid N[C@H]1C[C@H](C1)C(=O)O